BrC1=CC(=CN1)C=O 5-bromopyrrole-3-carboxaldehyde